1-(3-chloropyrazolo[1,5-a]pyridin-6-yl)cyclobutanamine ClC=1C=NN2C1C=CC(=C2)C2(CCC2)N